CC1=C2C=C(C(=C1)O2)C 2,5-dimethyl-1,4-phenylenoxid